C(C1=CC=CC=C1)(=O)N1CCC(CC1)CC(=O)N1CCC(CC1)N1N=CC(=C1)CNC1=C2C(N(C(C2=CC=C1)=O)C1C(NC(CC1)=O)=O)=O 4-(((1-(1-(2-(1-benzoylpiperidin-4-yl)acetyl)piperidin-4-yl)-1H-pyrazol-4-yl)methyl)amino)-2-(2,6-dioxopiperidin-3-yl)isoindoline-1,3-dione